N-(6-chloropyrimidin-4-yl)-N-(4-cyano-2,6-dimethylbenzyl)nitrous amide ClC1=CC(=NC=N1)N(N=O)CC1=C(C=C(C=C1C)C#N)C